OCCS(=O)(=O)C1=C(C=CC=C1)N=NC1=CC=C(C(=C1)OC)O 4-[(2-hydroxyethanesulphonyl)-phenylazo]-6-methoxyphenol